C1=C(C(=CC(=C1Cl)O)Cl)O 2,5-dichloro-1,4-hydroquinone